Tert-butyl (S)-2-((4-(6-chloropyridin-2-yl) piperidin-1-yl) methyl)-1-(oxetan-2-ylmethyl)-1H-benzo[d]imidazole-6-carboxylate ClC1=CC=CC(=N1)C1CCN(CC1)CC1=NC2=C(N1C[C@H]1OCC1)C=C(C=C2)C(=O)OC(C)(C)C